6,6-dimethyl-6H-benzo[c]chromene-3,8-diol CC1(OC2=CC(=CC=C2C2=C1C=C(C=C2)O)O)C